1-(2-bromovinyl)-2-methoxybenzene BrC=CC1=C(C=CC=C1)OC